Cl.N[C@@H](CS)C(=O)O L-cystein Hydrochloride